methyl N-[5-[6-[(4-chloro-3-methoxy-benzoyl)-methyl-amino]imidazo[1,2-a]pyridin-3-yl]-2-pyridyl]carbamate ClC1=C(C=C(C(=O)N(C=2C=CC=3N(C2)C(=CN3)C=3C=CC(=NC3)NC(OC)=O)C)C=C1)OC